N1CC(C1)C1CCN(CC1)C=1C=C2C(N(C(C2=CC1)=O)C1C(NC(CC1)=O)=O)=O 5-[4-(azetidin-3-yl)-1-piperidinyl]-2-(2,6-dioxo-3-piperidinyl)isoindoline-1,3-dione